NCC1(CC1)C(=O)N(CC(NC=1SC2=C(N1)C=CC(=C2)OC(F)(F)F)=O)C 1-(aminomethyl)-N-methyl-N-(2-oxo-2-((6-(trifluoromethoxy)benzo[d]thiazol-2-yl)amino)ethyl)cyclopropane-1-carboxamide